OCCN(CCCC(=O)OC(CCCCCCCC)CCCCCCCC)CCN(CCCC(=O)OCCCCCCCCCC)CCO heptadecan-9-yl 4-((2-hydroxyethyl)(2-((2-hydroxyethyl)(4-(decyloxy)-4-oxobutyl)amino)ethyl)amino)butyrate